BrC=1C=C(C=CC1F)NC(=NO)C1=NON=C1NCCCN1N=CC=CC1=O N-(3-bromo-4-fluorophenyl)-N'-hydroxy-4-((3-(6-oxopyridazin-1(6H)-yl)propyl)amino)-1,2,5-oxadiazole-3-carboxamidine